ClC=1C=CC(=C2C=CC(=NC12)N(C1=NC=CC(=C1)C(F)(F)F)CCCN1CCOCC1)OCCN1CCOCC1 8-Chloro-5-(2-morpholinoethoxy)-N-(3-morpholinopropyl)-N-(4-(trifluoromethyl)pyridin-2-yl)chinolin-2-amin